FC=1C(=C(C(=O)OC)C=CC1)SCC1=CC=C(C=C1)OC methyl 3-fluoro-2-[(4-methoxyphenyl)methylthio]benzoate